BrC1=CC=C2C=C(C=NC2=C1)C(=O)[O-] 7-bromoquinoline-3-carboxylate